4-Iodo-1-(4-methoxybenzyl)-5-(2-(trifluoromethyl)phenyl)-1H-pyrazoleacrylic, amide IC=1C(=NN(C1C1=C(C=CC=C1)C(F)(F)F)CC1=CC=C(C=C1)OC)C=CC(=O)N